BrC1=CC(=C(C=C1F)N1C(C=CC2=CC(=CC=C12)S(=O)(=O)OC1=C(C(=C(C(=C1F)F)F)F)F)=O)OC (P)-PERFLUOROPHENYL 1-(4-BROMO-5-FLUORO-2-METHOXYPHENYL)-2-OXO-1,2-DIHYDROQUINOLINE-6-SULFONATE